trans-5-(2-(3,4-difluoro-5-((1-methyl-1H-pyrazol-3-yl)methoxy)phenyl)cyclopropyl)-2,2'-bipyrimidine FC=1C=C(C=C(C1F)OCC1=NN(C=C1)C)[C@H]1[C@@H](C1)C=1C=NC(=NC1)C1=NC=CC=N1